2-(5-((tert-butyldiphenylsilyl)oxy)pent-2-yn-1-yl)-6-methyl-1,3,6,2-dioxazaborocane-4,8-dione [Si](C1=CC=CC=C1)(C1=CC=CC=C1)(C(C)(C)C)OCCC#CCB1OC(CN(CC(O1)=O)C)=O